O=C1C2=CC(=CC=C2C=2C=CC(=CC12)S(=O)(=O)OC1=CC=C(C=C1)OC)S(=O)(=O)OC1=CC=C(C=C1)OC 2,7-bis(4-methoxyphenyl) 9-oxo-9H-fluorene-2,7-disulfonate